4,5,6,7-tetrahydro-3H-[1,2,3]triazolo[4,5-c]pyridine N1=NNC=2CNCCC21